C(C)OC1=NC=CC=C1C1=NC(=C(C=C1)OC1CC2(CN(C2)C2=C(C=C(C=C2)F)C(F)(F)F)C1)C(=O)NC1CN(C1)C 2'-ethoxy-5-((2-(4-fluoro-2-(trifluoromethyl)phenyl)-2-azaspiro[3.3]heptan-6-yl)oxy)-N-(1-methylazetidin-3-yl)-[2,3'-bipyridine]-6-carboxamide